tributyl(vinyl)tin C(CCC)[Sn](C=C)(CCCC)CCCC